4-methoxy-N-[(Z,1R)-1-methyl-3-methylsulfonyl-allyl]piperidine-4-carboxamide 4-methylbenzenesulfonic acid salt CC1=CC=C(C=C1)S(=O)(=O)O.COC1(CCNCC1)C(=O)N[C@@H](\C=C/S(=O)(=O)C)C